ClN(CC1=CC=CC=C1)CC1=CC=CC=C1 N-chloro-dibenzyl-amine